2-[(12AR)-10-chloro-8-fluoro-1,2,3,4,12,12a-hexahydro-6H-pyrazino[2,1-c][1,4]benzoxazepin-9-yl]-3,4-difluorophenol ClC1=C(C(=CC=2CN3[C@@H](COC21)CNCC3)F)C3=C(C=CC(=C3F)F)O